Cl.CC=1C=C2CC[C@H](C2=CC1)N |o1:7| rel-(R)-5-methyl-2,3-dihydro-1H-inden-1-amine hydrochloride